N-(6-oxazol-5-yl-3-isoquinolinyl)cyclohexanecarboxamide tert-butyl-{6-[({[(1-methyl-1H-tetrazol-5-yl)(phenyl)methylene]amino}oxy)methyl]pyridin-2-yl}-carbamate C(C)(C)(C)N(C(O)=O)C1=NC(=CC=C1)CON=C(C1=CC=CC=C1)C1=NN=NN1C.O1C=NC=C1C=1C=C2C=C(N=CC2=CC1)NC(=O)C1CCCCC1